ClC=1C=CC(=C(C1)C#CC1=CN=C(C2=CC=CC=C12)C(=O)O)NS(=O)(=O)C=1C(=CC=C2C=CC=NC12)C 4-{2-[5-chloro-2-(7-methylquinoline-8-sulfonamido)phenyl]ethynyl}isoquinoline-1-carboxylic acid